CN(C=1N=NC(=CN1)C1=NC=C(C=C1O)N1N=CC=N1)C1CC(NC(C1)(C)C)(C)C 2-{3-[methyl(2,2,6,6-tetramethylpiperidin-4-yl)amino]-1,2,4-triazin-6-yl}-5-(2H-1,2,3-triazol-2-yl)pyridin-3-ol